trimethylgallium Aluminum [Al].C[Ga](C)C